1-[Bis(dimethylamino)methylene]-1H-1,2,3-triazolo[4,5-b]pyridinium-3-oxide hexafluorophosphate HCl Cl.F[P-](F)(F)(F)(F)F.CN(C)C(=[N+]1N=[N+](C2=NC=CC=C21)[O-])N(C)C